ClC1=C(C(=CC=C1)Cl)/C(/N1C2(CC2)CC(C1)(F)F)=N\NS(=O)(=O)C1=CC=C(C=C1)C N-[(E)-[(2,6-dichlorophenyl)-(6,6-difluoro-4-azaspiro[2.4]heptan-4-yl)methylene]amino]-4-methyl-benzenesulfonamide